1-benzyl-3,4a,5,6,7,7a-hexahydro-2H-cyclopenta[b]pyridin-4-one C(C1=CC=CC=C1)N1C2C(C(CC1)=O)CCC2